6-cyclopropyl-N-(8-fluoro-2-((1r,4r)-4-(hydroxymethyl)cyclohexyl)-7-(2-hydroxypropan-2-yl)imidazo[1,2-a]pyridin-6-yl)pyridinecarboxamide C1(CC1)C1=CC=CC(=N1)C(=O)NC=1C(=C(C=2N(C1)C=C(N2)C2CCC(CC2)CO)F)C(C)(C)O